benzyloxy-7-(7-chloro-10-(3-(4-chloro-3,5-dimethylphenoxy)propyl)-4-methyl-1-oxo-6-(1,3,5-trimethyl-1H-pyrazol-4-yl)-3,4-dihydropyrazino[1,2-a]indol-2(1H)-yl)-1H-indole-2-carboxylate C(C1=CC=CC=C1)ON1C(=CC2=CC=CC(=C12)N1C(C=2N(C=3C(=C(C=CC3C2CCCOC2=CC(=C(C(=C2)C)Cl)C)Cl)C=2C(=NN(C2C)C)C)C(C1)C)=O)C(=O)[O-]